4-(2-oxo-1,2-dihydropyridin-4-yl)pyrrolidine-3-carbonitrile TFA salt OC(=O)C(F)(F)F.O=C1NC=CC(=C1)C1C(CNC1)C#N